C(C(CCCCC)O)(O)(O)O heptantetrol